2-phenyl-tetrahydronaphthalene C1(=CC=CC=C1)C1CC2=CC=CC=C2CC1